1-(2-butyloctyl) 8-(2-((4-(dimethylamino) butanoyl) oxy)-3-((5-(heptadecan-9-yloxy)-5-oxopentanoyl) oxy) propyl) suberate C(CCCCCCC(=O)OCC(COC(CCCC(=O)OC(CCCCCCCC)CCCCCCCC)=O)OC(CCCN(C)C)=O)(=O)OCC(CCCCCC)CCCC